C(C)(C)(C)OC(=O)N(C)CC=1C=CC(=NC1OC)C=1C(=C(C=CC1)C1=C(C(=NC=C1)C=1C=C(C=C(C1)OC)CN1CC2(C1)CC(C2)C(=O)O)Cl)Cl 2-[[3-[4-[3-[5-[[tert-butoxycarbonyl(methyl)amino]methyl]-6-methoxy-2-pyridyl]-2-chloro-phenyl]-3-chloro-2-pyridyl]-5-methoxy-phenyl]methyl]-2-azaspiro[3.3]heptane-6-carboxylic acid